Iodoacetamide-13C2 I[13CH2][13C](=O)N